tert-Butyl ((5-chloro-7-(1H-tetrazol-5-yl)benzofuran-2-yl)methyl)carbamate ClC=1C=C(C2=C(C=C(O2)CNC(OC(C)(C)C)=O)C1)C1=NN=NN1